C1(=CC=CC=C1)C(C)=NC1=CC=CC=C1 N-(1-phenylethylidene)aniline